4-oxo-4-((4-(2-(3-(trifluoromethyl)-1H-1,2,4-triazol-5-yl)imidazo[1,2-a]pyrimidin-3-yl)-1H-imidazol-1-yl)methoxy)butanoic acid O=C(CCC(=O)O)OCN1C=NC(=C1)C1=C(N=C2N1C=CC=N2)C2=NC(=NN2)C(F)(F)F